FC(C=1C=NN(C1CC(=O)O)C)F 2-(4-(difluoromethyl)-1-methyl-1H-pyrazol-5-yl)acetic acid